N1=CC=CC2=CC=CC(=C12)\C=C\1/OC2=C(C1=O)C=CC=C2 (Z)-2-(quinolin-8-ylmethylene)benzofuran-3(2H)-one